FC1=CC(=CC2=C1N=CC=1CC3(CC3)N(CC21)C(=O)OC(C)(C)C)B2OC(C(O2)(C)C)(C)C tert-butyl 7-fluoro-9-(4,4,5,5-tetramethyl-1,3,2-dioxaborolan-2-yl)-1,4-dihydro-2H-spiro[benzo[c][2,6]naphthyridine-3,1'-cyclopropane]-2-carboxylate